2-(2-butoxycarbonyl)acetoxy-1,3-propanediol CC(CC)OC(=O)CC(=O)OC(CCO)O